FC(C1(CC1)N1N=NC=C1)F 1-(1-(difluoromethyl)cyclopropyl)-1H-1,2,3-triazol